N-{1-[2-methyl-4-(trifluoromethoxy)phenyl]-1H-indazol-4-yl}-2-(trifluoromethyl)benzamide CC1=C(C=CC(=C1)OC(F)(F)F)N1N=CC2=C(C=CC=C12)NC(C1=C(C=CC=C1)C(F)(F)F)=O